[3-(3-methoxyanilino)-1-(2,2,2-trifluoroethyl)pyrazolo[4,3-c]pyridin-6-yl]-(1,4-oxazepan-4-yl)methanone COC=1C=C(NC2=NN(C3=C2C=NC(=C3)C(=O)N3CCOCCC3)CC(F)(F)F)C=CC1